5-[4-[[(2R)-1-ethylazetidin-2-yl]methoxy]-2-methyl-pyrazol-3-yl]-N-[6-(trifluoromethyl)pyrimidin-4-yl]pyrazolo[1,5-a]pyridin-2-amine C(C)N1[C@H](CC1)COC1=C(N(N=C1)C)C1=CC=2N(C=C1)N=C(C2)NC2=NC=NC(=C2)C(F)(F)F